(R)-3-(3-amino-4-(2-aminopyrazolo[1,5-a]pyrimidin-3-yl)-4-oxobutan-2-yl)-8-((1-methyl-1H-pyrazol-4-yl)ethynyl)-2-phenylisoquinolin-1(2H)-one NC([C@@H](C)C=1N(C(C2=C(C=CC=C2C1)C#CC=1C=NN(C1)C)=O)C1=CC=CC=C1)C(=O)C=1C(=NN2C1N=CC=C2)N